CCCCNC(=O)[C@H](C)NC(=O)[C@@H](C1=CC=CC=C1)O The molecule is an alanine derivative obtained by formal condensation between N-butyl-L-alaninamide and (R)-2-hydroxy-2-phenylacetic acid. It is a secondary alcohol, a L-alanine derivative and a secondary carboxamide.